N-[(6-Amino-2-pyridyl)sulfonyl]-6-[6-(2,2-dimethylpropoxy)-3-pyridyl]-2-[(4S)-2,2,4-trimethylpyrrolidin-1-yl]pyridin-3-carboxamid NC1=CC=CC(=N1)S(=O)(=O)NC(=O)C=1C(=NC(=CC1)C=1C=NC(=CC1)OCC(C)(C)C)N1C(C[C@@H](C1)C)(C)C